N1C=C(C2=CC=CC=C12)CC(C1CCOCC1)C=1N=C(SC1C(=O)N)N1CCN(CC1)C [2-(1H-indol-3-yl)-1-tetrahydropyran-4-yl-ethyl]-2-(4-methylpiperazin-1-yl)Thiazole-5-carboxamide